NC=1C2CCC(C1)C2 2-amino-2-norbornene